N-(3-cyano-5,6,7,8-tetrahydro-4H-cyclohepta[b]thiophen-2-yl)-1-naphthamide C(#N)C=1C2=C(SC1NC(=O)C1=CC=CC3=CC=CC=C13)CCCCC2